ClCC(=O)N[C@@H](C(=O)N[C@@H](C(=O)OCC1=CC=CC=C1)CC(C)C)CC1=CC=CC=C1 (R)-Benzyl 2-((R)-2-(2-chloroacetamido)-3-phenylpropionamido)-4-methylpentanoate